7-chloro-1-(4-fluoro-2-methylphenyl)-3-(2-methyl-6-oxo-1,6-dihydropyridin-3-yl)-4-oxo-1,2,3,4-tetrahydroquinazoline-6-carbonitrile ClC1=C(C=C2C(N(CN(C2=C1)C1=C(C=C(C=C1)F)C)C1=C(NC(C=C1)=O)C)=O)C#N